[Fe].[Se].[Fe].O=C1N(CC2=CC(=CC=C12)C1=CC(=C2C(=N1)N(C=C2)C2CCOCC2)CN2CCCC2)C2C(NC(CC2)=O)=O 3-(1-oxo-5-(4-(pyrrolidin-1-ylmethyl)-1-(tetrahydro-2H-pyran-4-yl)-1H-pyrrolo[2,3-b]pyridin-6-yl)isoindolin-2-yl)piperidine-2,6-dione iron selenium compound with iron